pyrido[3,4-c]azacyclotetradecin-12(7H)-one C1=NC=CC2=C1C=NC=CC(C=CC=CCC=C2)=O